(R)-4-(2-acryloyl-1,2,3,4-tetrahydroisoquinolin-5-yl)-3-chloro-5-fluoro-2-methyl-1H-indole-7-carboxamide C(C=C)(=O)N1CC2=CC=CC(=C2CC1)C1=C2C(=C(NC2=C(C=C1F)C(=O)N)C)Cl